C(CCCCC)(=O)NCCC1=CNC2=CC=CC=C12 caproyl-tryptamine